N(=[N+]=[N-])P1(N(C2=C(N1C1=CC=CC3=CC=CC(=C13)C1=CC=CC=C1)C=CC=C2)C2=CC=CC1=CC=CC(=C21)C2=CC=CC=C2)=O 2-azido-1,3-bis(8-phenylnaphthalen-1-yl)-1,3-dihydrobenzo[d][1,3,2]diazaphosphole 2-oxide